(3S,5S)-5-Fluoro-1-(7-methoxy-1-methyl-2-{1-[(1-methylcyclopropyl)methyl]-1H-pyrrolo[2,3-b]pyridin-2-yl}-1H-1,3-benzodiazole-5-carbonyl)piperidin-3-amine F[C@H]1C[C@@H](CN(C1)C(=O)C1=CC2=C(N(C(=N2)C2=CC=3C(=NC=CC3)N2CC2(CC2)C)C)C(=C1)OC)N